C(C)(C)(C)OC(=O)N(C12CC(C1)(C2)C(=O)O)C(C)C 3-((tert-Butyloxycarbonyl)(isopropyl)amino)bicyclo[1.1.1]pentane-1-carboxylic acid